tert-butyl 2,5,8,11,14,17,20,23,26-nonaoxaoctacosane-28-ate COCCOCCOCCOCCOCCOCCOCCOCCOCC(=O)OC(C)(C)C